BrC(C(=O)C1=CC=C(C=C1)C)SC(F)(F)F 2-bromo-2-(trifluoromethylthio)p-methylacetophenone